7,8-dimethoxy-1,3-dihydro-2H-3-benzazepin-2-one COC1=CC2=C(CC(NC=C2)=O)C=C1OC